C(C)(=O)C1=CC=C(S1)B(O)O (5-acetyl-2-thienyl)boronic acid